(R)-2-fluoro-N-(8-(methylamino)-5-(6-morpholino-[1,2,4]triazolo[1,5-a]pyridin-2-yl)-2,7-naphthyridin-3-yl)propanamide F[C@@H](C(=O)NC=1N=CC2=C(N=CC(=C2C1)C1=NN2C(C=CC(=C2)N2CCOCC2)=N1)NC)C